3-(3-(trimethoxysilyl)propylamino)propan-1-sulfonic acid CO[Si](CCCNCCCS(=O)(=O)O)(OC)OC